6-bromo-1,2,3,4-tetrahydronaphthalen BrC=1C=C2CCCCC2=CC1